O1CCC(CC1)NC=1N=CC(=NC1)C(=O)N 5-((tetrahydro-2H-pyran-4-yl)amino)pyrazine-2-carboxamide